((benzyloxy)carbonyl)-L-valinate C(C1=CC=CC=C1)OC(=O)N[C@@H](C(C)C)C(=O)[O-]